1-((1R,4R,5S)-4,5-dihydroxy-3-(hydroxymethyl)cyclopent-2-en-1-yl)-5-iodopyrimidine-2,4(1H,3H)-dione O[C@@H]1C(=C[C@H]([C@@H]1O)N1C(NC(C(=C1)I)=O)=O)CO